NC(C1=C(C=C(C(=C1Cl)Cl)Cl)O)C1CCNCC1 2-[amino(piperidin-4-yl)methyl]-3,4,5-trichlorophenol